P(O)(=O)(OP(=O)(O)OP(=O)(O)O)OC[C@@H]1[C@H]([C@H]([C@@](O1)(N1C(=O)N=C(N)C=C1)OC)O)O methoxycytidine triphosphate